C1=CC=CC2=CC3=CC=CC=C3C(=C12)C1=CC=CC2=C1[P@](CO2)C(C)(C)C (R)-4-(anthracene-9-yl)-3-(tert-butyl)-2,3-dihydrobenzo[d][1,3]oxaphosphole